5-(3-Fluoro-4-methoxyphenyl)-4-(2-methylpyridin-4-yl)-1H-imidazol-2-amine FC=1C=C(C=CC1OC)C1=C(N=C(N1)N)C1=CC(=NC=C1)C